NC1(CCN(CC1)CC1=CC=CC=C1)C=1C=C2CN(C(C2=CC1)=O)C1C(NC(CC1)=O)=O 3-(5-(4-amino-1-benzylpiperidin-4-yl)-1-oxoisoindolin-2-yl)piperidine-2,6-dione